(2-oxaspiro[3.3]heptan-6-yl)-8-azabicyclo[3.2.1]octan-3-amine C1OCC12CC(C2)C21CC(CC(CC2)N1)N